5-{[3-(4-Chloro-2-hydroxy-6-methylphenyl)-7H-pyrrolo[2,3-c]pyridazin-7-yl]methyl}-1-methylpyrrolidin-2-one ClC1=CC(=C(C(=C1)C)C1=CC2=C(N=N1)N(C=C2)CC2CCC(N2C)=O)O